(((5r,7s)-3-(5-(2-hydroxypropan-2-yl)pyrazin-2-yl)-7,9,9-trimethyl-2-oxo-1-oxa-3-azaspiro[4.5]decan-7-yl)methyl)-1H-benzo[d]imidazole-6-carbonitrile OC(C)(C)C=1N=CC(=NC1)N1C(O[C@@]2(C1)C[C@@](CC(C2)(C)C)(C)CN2C=NC1=C2C=C(C=C1)C#N)=O